5-(4-benzhydryl-1,4-diazepane-1-carbonyl)-2-(2,6-dioxopiperidin-3-yl)isoindoline-1,3-dione C(C1=CC=CC=C1)(C1=CC=CC=C1)N1CCN(CCC1)C(=O)C=1C=C2C(N(C(C2=CC1)=O)C1C(NC(CC1)=O)=O)=O